(2R)-morpholine N1CCOCC1